vinyl-copper C(=C)[Cu]